N1(CCCCC1)C(=O)C1=CC=C(C=C1)CNC(=O)C1=CC=C2CCC=3C=CC=C1C32 N-{[4-(piperidine-1-carbonyl)phenyl]methyl}-1,2-dihydroacenaphthylene-5-carboxamide